benzyl (S)-2-((1-(tert-butoxycarbonyl) pyrrolidin-3-yl) methyl)-2,7-diazaspiro[3.5]nonane-7-carboxylate C(C)(C)(C)OC(=O)N1C[C@@H](CC1)CN1CC2(C1)CCN(CC2)C(=O)OCC2=CC=CC=C2